CN1N=CC(=C1)C=1C=C(C=NC1)CN1CC2=C(CC1)C(=CS2)C(=O)N 6-((5-(1-Methyl-1H-Pyrazol-4-yl)Pyridin-3-yl)Methyl)-4,5,6,7-Tetrahydrothieno[2,3-c]Pyridin-3-Carboxamid